8-((1-(isopropylsulfonyl)cyclopropyl)methoxy)-1-methyl-2-oxo-1,2-dihydro-1,5-naphthyridine-3-carboxylic acid C(C)(C)S(=O)(=O)C1(CC1)COC=1C=CN=C2C=C(C(N(C12)C)=O)C(=O)O